FC1=CC=C2C(=CNC2=C1)CCN 2-(6-fluoro-1H-indol-3-yl)ethan-1-amine